(1s,3s)-3-((5-(1-(2,2-difluoroethyl)-2-methyl-1H-imidazo[4,5-b]pyrazin-6-yl)-7H-pyrrolo[2,3]pyrimidin-2-yl)amino)-1-methylcyclobutan-1-ol FC(CN1C(=NC=2C1=NC(=CN2)N2CCC1=C2C=NC(=N1)NC1CC(C1)(O)C)C)F